ClC1=C(C=CC=C1)SCC(=O)NCC1=CC(=C(C=C1)O)O 2-((2-chlorophenyl)thio)-N-(3,4-dihydroxybenzyl)acetamide